FC=1C=CC=C2C(N3C(C12)=CN=C3)C3C(COCC3)O 4-(9-Fluoro-5H-imidazo[5,1-a]isoindol-5-yl)tetrahydro-2H-pyran-3-ol